(S)-2-(3-((1,2-dimethyl-6-((1-(4-(trifluoromethyl)phenyl)ethyl)carbamoyl)-1H-indol-3-yl)methyl)phenoxy)-2-methylpropanoic acid CN1C(=C(C2=CC=C(C=C12)C(N[C@@H](C)C1=CC=C(C=C1)C(F)(F)F)=O)CC=1C=C(OC(C(=O)O)(C)C)C=CC1)C